6-(4-formyl-2-methoxyphenoxy)hexanoic acid ethyl ester C(C)OC(CCCCCOC1=C(C=C(C=C1)C=O)OC)=O